FC1(CCN(CC1)C=1N=C(C=C2C1OC=C2)C(=O)N)F 7-(4,4-difluoropiperidin-1-yl)furo[2,3-c]pyridine-5-carboxamide